C1(=CC=CC=C1)C1=C(C(=NN=N1)C=1C(=C(C=CC1)C1=CC=CC=C1)C1=CC=CC=2C3=CC=CC=C3C3=CC=CC=C3C12)C1=CC=CC=C1 (diphenyltriazinyl)(triphenyleneyl)biphenyl